C(C)OC1CC2(CC2)C1 5-ethoxyspiro[2.3]hexane